ClC=1N(C2=CC=C(C=C2C1C=O)C)CCOCC 2-chloro-1-(2-ethoxyethyl)-5-methyl-1H-indole-3-carbaldehyde